COC1=CC2=C(N=C(S2)C2=C3N=CC(=NC3=CC(=C2)C)OC)C(=C1)C(O)C1(CCCCC1)C (6-methoxy-2-(2-methoxy-7-methylquinoxalin-5-yl)benzo[d]thiazol-4-yl)(1-methylcyclohexyl)methanol